CN1N=NC=C1C=1N=C(C2=CN=C(C=C2C1)N)N 3-(1-methyl-1H-1,2,3-triazol-5-yl)-2,7-naphthyridine-1,6-diamine